1-[4-(6-benzyloxy-2-phenyl-3,4-dihydronaphthalen-1-yl)-3-fluoro-phenyl]-4-(dimethoxymethyl)-piperidine C(C1=CC=CC=C1)OC=1C=C2CCC(=C(C2=CC1)C1=C(C=C(C=C1)N1CCC(CC1)C(OC)OC)F)C1=CC=CC=C1